3-(2-Chlorophenyl)-2-methyl-3-(2-methyl-1,2-dihydropyrimidin-5-yl)propanenitrile ClC1=C(C=CC=C1)C(C(C#N)C)C=1C=NC(NC1)C